5-chloro-2-(7-cyano-9,9-dimethyl-8-oxo-2-azaspiro[4.5]dec-6-ene-2-carbonyl)-4-methoxypyridin-1-ium 2,2,2-trifluoroacetate FC(C(=O)[O-])(F)F.ClC=1C(=CC(=[NH+]C1)C(=O)N1CC2(CC1)C=C(C(C(C2)(C)C)=O)C#N)OC